N-(2-dimethylaminoethyl)-N'-methylpiperazine CN(CCN1CCN(CC1)C)C